NC1=C(C(=C(C=C1)C(C)=O)OCC1=CC=CC=C1)[N+](=O)[O-] 1-(4-amino-2-(benzyloxy)-3-nitrophenyl)ethan-1-one